1-((S)-2-ethyl-7-(4-fluorobenzyl)-2,3-dihydro-1H-pyrido[2,3-b][1,4]oxazin-1-yl)-2-((2R,5R)-5-methyl-2-(((R)-3-methylmorpholino)methyl)piperazin-1-yl)ethan-1-one C(C)[C@@H]1N(C2=C(OC1)N=CC(=C2)CC2=CC=C(C=C2)F)C(CN2[C@H](CN[C@@H](C2)C)CN2[C@@H](COCC2)C)=O